S1C(=CC=C1)C1=CC=C(C=C1)N(C1=CC=C(C=C1)C=1SC=CC1)C1=CC=C(C=C1)C=1SC=CC1 tris[4-(2-thienyl)phenyl]amine